{[1-(1-benzofuran-5-sulfonyl)-5-(2-fluorophenyl)-1H-pyrrol-3-yl]methyl}(methyl)amine hydrochloride Cl.O1C=CC2=C1C=CC(=C2)S(=O)(=O)N2C=C(C=C2C2=C(C=CC=C2)F)CNC